ClC1=NC=2N(CC(NC2C=N1)=O)CC1=CC2=C(C=3N(CCC2)C=C(N3)C(F)(F)F)C=C1 2-Chloro-8-((2-(trifluoromethyl)-6,7-dihydro-5H-benzo[c]imidazo[1,2-a]azepine-9-yl)methyl)-7,8-dihydropteridine-6(5H)-one